[Si](C1=CC=CC=C1)(C1=CC=CC=C1)(C(C)(C)C)OCC(=O)N1C[C@@H](CC1)N1C(N(C(C1)C#N)C1=CN=CC2=CC=CC=C12)=O 1-((R)-1-(2-((tert-butyldiphenylsilyl)oxy)acetyl)pyrrolidin-3-yl)-3-(isoquinolin-4-yl)-2-oxoimidazolidine-4-carbonitrile